C(C)(C)C1=CC=CC(=N1)N 6-isopropylpyridin-2-amine